(E)-N-hydroxy-3-(2-(4-(o-tolyl-sulfonyl)piperazin-1-yl)phenyl)acrylamide ONC(\C=C\C1=C(C=CC=C1)N1CCN(CC1)S(=O)(=O)C1=C(C=CC=C1)C)=O